9,10-dimethyl-2,3,6,7-tetrahydroxyanthracene CC=1C2=CC(=C(C=C2C(=C2C=C(C(=CC12)O)O)C)O)O